8-(1H-indol-3-yl)-3-methyl-N-(piperidin-3-yl)imidazo[1,2-b]pyridazin-6-amine N1C=C(C2=CC=CC=C12)C=1C=2N(N=C(C1)NC1CNCCC1)C(=CN2)C